7-phenyl-6,7-dihydro-5H-pyrrolo[1,2-b][1,2,4]Triazole-2-carboxylic acid C1(=CC=CC=C1)C1CCN2N=C(N=C21)C(=O)O